rac-ethyl (4R,5R)-4-cyclopropyl-7-ethyl-6-oxo-1-phenyl-5-(3-(trifluoromethyl)benzamido)-4,5,6,7-tetrahydro-1H-pyrazolo[3,4-b]pyridine-3-carboxylate C1(CC1)[C@@H]1C2=C(N(C([C@@H]1NC(C1=CC(=CC=C1)C(F)(F)F)=O)=O)CC)N(N=C2C(=O)OCC)C2=CC=CC=C2 |r|